C(=O)(OCC1=CC=CC=C1)NCCN N-carbobenzoxy-1,2-diaminoethane